FC=1C=2N(C=C(C1OC(C)C)C(=O)NC=1C(N(C=CC1)C1C(C1)F)=O)C=C(N2)C21COC(C2)(C1)C 8-fluoro-N-(1-(2-fluorocyclopropyl)-2-oxo-1,2-dihydropyridin-3-yl)-7-isopropoxy-2-(1-methyl-2-oxabicyclo[2.1.1]hexan-4-yl)imidazo[1,2-a]pyridine-6-carboxamide